C(C1=CC=CC=C1)OC=1C(=CN(C1)C(=O)OC(C)(C)C)CCN[C@@H]1C[C@H](CC1)NC1=NC=C(C(=N1)C1=CNC2=CC(=CC=C12)C(=O)O)C(F)(F)F 3-(2-(((1S,3S)-3-((2-((3S,4R)-4-(benzyloxy)-1-(tert-butyloxycarbonyl)pyrrol-3-yl)ethyl)amino)cyclopentyl)amino)-5-(trifluoromethyl)pyrimidin-4-yl)-1H-indole-6-formic acid